3,5-dimethyl-4-oxo-2-pyridinecarboxylic acid CC1C(=NC=C(C1=O)C)C(=O)O